CC1=NC2=NC(=CC=C2C=C1)C 2,7-dimethyl-1,8-naphthyridine